NCC1(CC1)COC1=NC(=NC(=C1)OC)C1=CC(=NN1)NC=1N=CC(=NC1)C#N 5-{[5-(4-{[1-(Aminomethyl)cyclopropyl]methoxy}-6-methoxypyrimidin-yl)-1H-pyrazol-3-yl]amino}pyrazine-2-carbonitrile